C[C@H]1C(=O)CC[C@@H]2[C@@]1(CC[C@H]3[C@]2(CC[C@@]4([C@@]3(C[C@H]([C@@]5([C@H]4CC(CC5)(C)C)CO)O)C)C)C)C The molecule is a pentacyclic triterpenoid that is friedelin substituted by hydroxy groups at positions 16 and 28. It is isolated from the stems of Celastrus hindsii and exhibits anti-HIV activity. It has a role as a metabolite and an anti-HIV agent. It is a cyclic terpene ketone, a pentacyclic triterpenoid, a diol, a primary alcohol and a secondary alcohol.